tert-butyl (1-(4-((4-(2-(2,6-dioxopiperidin-3-yl)-1-oxoisoindolin-5-yl)-4-hydroxypiperidin-1-yl)methyl)phenyl)piperidin-4-yl)carbamate O=C1NC(CCC1N1C(C2=CC=C(C=C2C1)C1(CCN(CC1)CC1=CC=C(C=C1)N1CCC(CC1)NC(OC(C)(C)C)=O)O)=O)=O